O1[C@@H]2C(C(C1)OC[C@@]13CCC[C@H]1[C@@H]1C=CC4=CC(CC[C@]4(C)[C@H]1CC3)=O)O2 (1S,2S)-epoxy-(20S)-tetrahydrofuranyloxy-androsta-4,6-dien-3-one